O1N=CC2=NSC=C21 isoxazolo[4,5-c]isothiazole